C(C)C(CC(CC)O)(O)CC diethyl-1,3-pentanediol